COC(C1=C(C=CC=C1)CN(CC1=NC=CC=C1)CC1=NC=CC=C1)=O ((bis(pyridin-2-ylmethyl)amino)methyl)benzoic acid methyl ester